N-(3-(5-((1-Ethylpiperidin-4-yl)(methyl)amino)-3-(pyrimidin-5-yl)-1H-pyrrolo[3,2-b]pyridin-1-yl)-2,4-difluorophenyl)propane-1-sulfonamide monohydrochloride salt Cl.C(C)N1CCC(CC1)N(C1=CC=C2C(=N1)C(=CN2C=2C(=C(C=CC2F)NS(=O)(=O)CCC)F)C=2C=NC=NC2)C